ClC1=C(C(=O)O)C=CC(=C1)OCCCCCCC 2-chloro-4-(heptyloxy)benzoic acid